tert-butyl (S)-(1-(2-chloro-6-methylpyrimidin-4-yl)pyrrolidin-3-yl)carbamate ClC1=NC(=CC(=N1)N1C[C@H](CC1)NC(OC(C)(C)C)=O)C